platinum fluoropyrimidine FC1=NC=CC=N1.[Pt]